4-Benzylgalactose C(C1=CC=CC=C1)[C@]([C@@H]([C@H](C=O)O)O)(O)[C@H](O)CO